(5-(benzylcarbamoyl)-1-methyl-1H-pyrazol-3-yl)boronic acid C(C1=CC=CC=C1)NC(=O)C1=CC(=NN1C)B(O)O